diethyl-ammonium C(C)[NH2+]CC